CN(C=1C=CC(=NC1)C(=O)NC1CCC(CC1)NC1=CC(=NC2=CC=CC=C12)C(F)(F)F)C 5-(dimethylamino)-N-[(1s,4s)-4-{[2-(trifluoromethyl)quinolin-4-yl]amino}cyclohexyl]pyridine-2-carboxamide